(2-((2-((4-(2-amino-7-azaspiro[3.5]nonan-7-yl)-3-methylphenyl)amino)-9H-purin-6-yl)amino)phenyl)dimethylphosphine oxide NC1CC2(C1)CCN(CC2)C2=C(C=C(C=C2)NC2=NC(=C1N=CNC1=N2)NC2=C(C=CC=C2)P(C)(C)=O)C